CN1CCC(CC1)OC=1C=CC(=NC1)N 5-((1-methylpiperidin-4-yl)oxy)-pyridin-2-amine